ClC=1C(=C2C(=NC1C)NC(=C2)C(=O)OC)F methyl 5-chloro-4-fluoro-6-methyl-1H-pyrrolo[2,3-b]pyridine-2-carboxylate